3-(3-methyl-2-oxo-4-((7-oxo-7-(piperidin-1-yl)heptyl)amino)-2,3-dihydro-1H-benzo[d]imidazol-1-yl)piperidine-2,6-dione CN1C(N(C2=C1C(=CC=C2)NCCCCCCC(N2CCCCC2)=O)C2C(NC(CC2)=O)=O)=O